COC(=O)N1C2COCC1CC(C2)N2CCC(CC2)N(CC(C)(C)C)C(C)=O 7-{4-[acetyl-(2,2-dimethylpropyl)amino]piperidin-1-yl}-3-oxa-9-azabicyclo[3.3.1]nonane-9-carboxylic acid methyl ester